(S)-5-(7-chloro-1H-indole-2-carbonyl)-N-((S)-1-hydroxy-3-((S)-2-oxopyrrolidin-3-yl)propan-2-yl)-5-azaspiro[2.4]heptane-6-carboxamide ClC=1C=CC=C2C=C(NC12)C(=O)N1CC2(CC2)C[C@H]1C(=O)N[C@H](CO)C[C@H]1C(NCC1)=O